5-(benzyloxy)-4-formyl-1,3-phenylene bis(4-methylbenzenesulfonate) CC1=CC=C(C=C1)S(=O)(=O)OC1=CC(=C(C(=C1)OCC1=CC=CC=C1)C=O)OS(=O)(=O)C1=CC=C(C=C1)C